diglycidyl benzenedicarboxylate C=1(C(=CC=CC1)C(=O)OCC1CO1)C(=O)OCC1CO1